O=C1C2(CNC2)CCCC1 5-oxo-2-azaspiro[3.5]nonane